prop-2-yn-1-yl (5-((S)-2-((S)-2-((tert-butoxycarbonyl)amino)-3-methylbutanamido)-5-ureidopentanamido)-2-(hydroxymethyl)benzyl)(prop-2-yn-1-yl)carbamate C(C)(C)(C)OC(=O)N[C@H](C(=O)N[C@H](C(=O)NC=1C=CC(=C(CN(C(OCC#C)=O)CC#C)C1)CO)CCCNC(=O)N)C(C)C